BrC=1C=C(C(=NC1)F)OCCCOC 5-bromo-2-fluoro-3-(3-methoxypropoxy)pyridine